C(CCCCCCCCCCCCCCCCCCCCC)C(C(=O)N)=C (behenyl)acrylamide